O1C(CCCC1)OC=1C=C(C=CC1)C=1COC2=CC=CC=C2C1 3-[3-(tetrahydropyran-2-yloxy)phenyl]-2H-chromene